2-methoxy-10-butylacridin-9(10H)-one COC1=CC=2C(C3=CC=CC=C3N(C2C=C1)CCCC)=O